FC1=CC=C(C(=C1F)F)C1=NNC(=C1O)C 3-(4,5,6-trifluorophenyl)-5-methyl-pyrazol-4-ol